(Z)-3-cyclopropyl-2-fluoroprop-2-enoic acid C1(CC1)\C=C(\C(=O)O)/F